p-toluenesulfonate monohydrate O.CC1=CC=C(C=C1)S(=O)(=O)O